1-[4-(4-{2-[2-fluoro-4-(trifluoromethoxy)phenyl]acetamido}-1H-1,2,3-triazol-1-yl)butyl]-N-(pyridin-2-ylmethyl)-1H-1,2,3-triazole-4-carboxamide FC1=C(C=CC(=C1)OC(F)(F)F)CC(=O)NC=1N=NN(C1)CCCCN1N=NC(=C1)C(=O)NCC1=NC=CC=C1